ethyl 2-((1r,4r)-4-((4,6-difluoro-5-(4'-((4-(2-(methylsulfonyl)ethyl)piperazin-1-yl)methyl)-[1,1'-biphenyl]-4-yl)-1H-benzo[d]imidazol-2-yl)oxy)cyclohexyl)acetate FC1=C(C(=CC=2NC(=NC21)OC2CCC(CC2)CC(=O)OCC)F)C2=CC=C(C=C2)C2=CC=C(C=C2)CN2CCN(CC2)CCS(=O)(=O)C